p-tert-octyl-phenoxycarboxylic acid C(C)(C)(CC(C)(C)C)C1=CC=C(OC(=O)O)C=C1